NC=1C=CC(=C(C1)C1=CC2=C(N=C(N=C2)NC2COC2)N2C1=NCC2)C 6-(5-amino-2-methylphenyl)-N-(oxetan-3-yl)-8,9-dihydroimidazo[1',2':1,6]pyrido[2,3-d]pyrimidin-2-amine